6-([1,1'-biphenyl]-4-yl)-1-phenyl-4-(2,2,2-trifluoroethyl)hex-5-yn-1-one C1(=CC=C(C=C1)C#CC(CCC(=O)C1=CC=CC=C1)CC(F)(F)F)C1=CC=CC=C1